COC(/C(=C/OC1=CC2=C(N(CC(CS2(=O)=O)(CC)CCCC)C2=CC=CC=C2)C=C1SCC)/F)=O.N(C(=N)N)CCS(=O)(=O)O Guanidinoethyl-sulfonate methyl-(Z)-3-((3-butyl-3-ethyl-7-(ethylthio)-1,1-dioxido-5-phenyl-2,3,4,5-tetrahydro-1,5-benzothiazepin-8-yl)oxy)-2-fluoroacrylate